2-(3-Ethynylphenyl)-N-(3-(5-(morpholinomethyl)-1H-benzo[d]imidazol-2-yl)-1H-pyrazol-4-yl)pyrimidin-4-amine C(#C)C=1C=C(C=CC1)C1=NC=CC(=N1)NC=1C(=NNC1)C1=NC2=C(N1)C=CC(=C2)CN2CCOCC2